tert-butyl (4-(((3-aminoquinolin-4-yl)amino)methyl)phenyl)carbamate NC=1C=NC2=CC=CC=C2C1NCC1=CC=C(C=C1)NC(OC(C)(C)C)=O